CO[C@H](C(=O)O)C1=CC(=CC=C1)OC (2S)-2-methoxy-2-(3-methoxyphenyl)acetic acid